phenyl-bis(2,4,6-trimethylbenzoyl)phosphine C1(=CC=CC=C1)P(C(C1=C(C=C(C=C1C)C)C)=O)C(C1=C(C=C(C=C1C)C)C)=O